N1=NCCC1 azazoline